BrC=1C=NN(C1)CCN 2-(4-Bromo-1H-pyrazol-1-yl)ethanamine